2-amino-6-bromo-3-methylbenzoic acid NC1=C(C(=O)O)C(=CC=C1C)Br